2,3,4,6-tetrakis(3-methyl-9H-carbazol-9-yl)-5-(pyridin-4-yl)benzonitrile CC=1C=CC=2N(C3=CC=CC=C3C2C1)C1=C(C#N)C(=C(C(=C1N1C2=CC=CC=C2C=2C=C(C=CC12)C)N1C2=CC=CC=C2C=2C=C(C=CC12)C)C1=CC=NC=C1)N1C2=CC=CC=C2C=2C=C(C=CC12)C